(trans)-Ethyl 4-(2-bromo-3-fluorophenyl)-6-(1-((3-methyl-3-((2-(trimethylsilyl)ethoxy)carbonyl)cyclobutyl)sulfonyl)piperidin-4-yl)-2-(thiazol-2-yl)-1,4-dihydropyrimidine-5-carboxylate BrC1=C(C=CC=C1F)C1N=C(NC(=C1C(=O)OCC)C1CCN(CC1)S(=O)(=O)C1CC(C1)(C(=O)OCC[Si](C)(C)C)C)C=1SC=CN1